2,3-dihydro-2,2-dimethyl-6-((4-(phenylazo)-1-naphthyl)azo)-1H-perimidine CC1(NC=2C=CC=C3C(=CC=C(N1)C23)N=NC2=CC=C(C3=CC=CC=C23)N=NC2=CC=CC=C2)C